[Cl-].[Cl-].C1(=CC=CC=C1)C(C1=CC=CC=C1)=[Zr+2](C1C2=CC(=CC=C2C=2C=CC(=CC12)N(C)C)CCCC)C1C=CC=C1 diphenylmethylene(cyclopentadienyl)(2-(dimethylamino)-7-n-butyl-9-fluorenyl)zirconium dichloride